ClC=1C(=NC(=C(C1)C#N)N1C[C@H](C([C@H](C1)C)F)C)NC=1C=C2C=C(C(N(C2=CC1)C)=O)OCC(=O)NC 2-((6-((3-Chloro-5-cyano-6-((3R,4r,5S)-4-fluoro-3,5-dimethylpiperidin-1-yl)pyridin-2-yl)amino)-1-methyl-2-oxo-1,2-dihydroquinolin-3-yl)oxy)-N-methylacetamide